4-fluorobutanoic acid FCCCC(=O)O